6-[(7S)-2-{3-[4-(4-Methylpyridazin-3-yl)phenyl]-1H-pyrrolo[2,3-b]pyridin-5-yl}-6,7,8,9-tetrahydro-5H-benzo[7]annulen-7-yl]-3-oxa-6-azabicyclo[3.1.1]heptane CC1=C(N=NC=C1)C1=CC=C(C=C1)C1=CNC2=NC=C(C=C21)C=2C=CC1=C(CC[C@H](CC1)N1C3COCC1C3)C2